ClC=1C=C2C(=C(N1)C1=CC=C(C=C1)F)OCC2(C)NC(OCC2=CC=CC=C2)=O benzyl (5-chloro-7-(4-fluorophenyl)-3-methyl-2,3-dihydrofuro[2,3-c]pyridin-3-yl)carbamate